(S)-N-(3,5-dichloro-4-(3-fluoro-2,6-dioxopiperidin-3-yl)benzyl)-2-methyl-2-phenylpropanamide ClC=1C=C(CNC(C(C)(C2=CC=CC=C2)C)=O)C=C(C1[C@@]1(C(NC(CC1)=O)=O)F)Cl